(+/-)-trans-methyl 3-((2-(5-fluoro-1-tosyl-1H-pyrrolo[2,3-b]pyridin-3-yl)-6-(furan-2-yl)pyrimidin-4-yl)amino)bicyclo[2.2.2]octane-2-carboxylate FC=1C=C2C(=NC1)N(C=C2C2=NC(=CC(=N2)NC2C(C1CCC2CC1)C(=O)OC)C=1OC=CC1)S(=O)(=O)C1=CC=C(C)C=C1